2-[3-(7-methyl-2,7-diazaspiro[3.5]non-2-yl)-1,2,4-triazin-6-yl]-5-(4-methyl-1H-imidazol-1-yl)phenol CN1CCC2(CN(C2)C=2N=NC(=CN2)C2=C(C=C(C=C2)N2C=NC(=C2)C)O)CC1